CO[In](OC)OC trimethoxyindium